(2s,3s,4r,5r)-N-ethyl-5-(2-(5-fluoropyridin-3-yl)-6-(methylamino)-9H-purin-9-yl)-3,4-dihydroxy-tetrahydrofuran-2-carboxamide C(C)NC(=O)[C@H]1O[C@H]([C@@H]([C@@H]1O)O)N1C2=NC(=NC(=C2N=C1)NC)C=1C=NC=C(C1)F